9-(dimethylamino)nonane acetate C(C)(=O)O.CN(CCCCCCCCC)C